1-(3-(3-(4-(2,3-Dichlorophenyl)piperazin-1-yl)propyl)-3-hydroxypyrrolidin-1-yl)-3-methoxypropan-1-one ClC1=C(C=CC=C1Cl)N1CCN(CC1)CCCC1(CN(CC1)C(CCOC)=O)O